5-(4-bromo-2-methoxyphenyl)pyrido[2,3-d]pyridazin-8-ol BrC1=CC(=C(C=C1)C1=C2C(=C(N=N1)O)N=CC=C2)OC